tert-Butyl 2,4-dicyano-3-(isopropylamino)-6-methoxyphenyl carbonate C(OC(C)(C)C)(OC1=C(C(=C(C=C1OC)C#N)NC(C)C)C#N)=O